ethyl (E)-3-(4-bromo-2-methoxy-6-nitrophenyl)acrylate BrC1=CC(=C(C(=C1)[N+](=O)[O-])/C=C/C(=O)OCC)OC